CCCCCCCCCCCCCCCCCCCCC heneicosane